B(O)(O)OCC monoethanol borate